N1=CC=C(C=C1)C=CC(=O)C1=C(C(=C(C=C1)O)O)O 3-(pyridin-4-yl)-1-(2,3,4-trihydroxyphenyl)prop-2-en-1-one